(7R)-1'-[7-(2,3-difluorophenyl)-6-methyl-pyrazolo[1,5-a]pyrazin-4-yl]-2-methoxy-spiro[5,7-dihydrocyclopenta[b]pyridine-6,4'-piperidine]-7-amine FC1=C(C=CC=C1F)C1=C(N=C(C=2N1N=CC2)N2CCC1(CC2)CC=2C(=NC(=CC2)OC)[C@@H]1N)C